ClC1=C(C(=CC=C1Cl)O)[C@H]1C[C@@H]2N(C(OC2CNC)=O)C1 (6R,7aS)-6-(2,3-dichloro-6-hydroxyphenyl)-1-[(methylamino)methyl]-tetrahydro-1H-pyrrolo[1,2-c][1,3]oxazol-3-one